2-ethylhexyl-phosphonic acid-mono-2-ethylhexylester C(C)C(COP(O)(=O)CC(CCCC)CC)CCCC